FC1(CC(C1)N1N=C(N=N1)C1(CCN(CC1)C(=O)[C@H]1NCC2(CCC2)[C@@H](C1)O)C(F)(F)F)F (4-(2-(3,3-difluorocyclobutyl)-2H-tetrazol-5-yl)-4-(trifluoromethyl)piperidin-1-yl)((7S,9R)-9-hydroxy-6-Azaspiro[3.5]nonan-7-yl)methanone